NC1=C2NC(N(C2=NC(=N1)[P@@](=O)(C)CC)CC=1C=NC(=CC1)NCCNC)=O 6-amino-2-[(R)-ethyl(methyl)phosphoryl]-9-[[6-[2-(methylamino)ethylamino]-3-pyridyl]methyl]-7H-purin-8-one